4-amino-N-[(5-ethynyl-3-fluoropyridin-2-yl)methyl]-1-methyl-N-(1-methylpyrazol-4-yl)pyrazolo[4,3-c]quinoline-8-carboxamide NC1=NC=2C=CC(=CC2C2=C1C=NN2C)C(=O)N(C=2C=NN(C2)C)CC2=NC=C(C=C2F)C#C